BrC1=C(O[C@@H]2C[C@@H]3[C@@H](N(C(O3)(C)C)C(=O)OC(C)(C)C)C2)C=CC(=C1)C(C(=O)OC)(C)C tert-butyl (3aS,5S,6aR)-5-(2-bromo-4-(1-methoxy-2-methyl-1-oxopropan-2-yl)phenoxy)-2,2-dimethyltetrahydro-2H-cyclopenta[d]oxazole-3(3aH)-carboxylate